IC1=NN(C2=CC=CC=C12)COCC[Si](C)(C)C 2-[(3-Iodoindazol-1-yl)methoxy]ethyl-trimethyl-silane